4-(3'-chloro-4'-fluoro-[1,1'-biphenyl]-4-yl)-1H-1,2,3-triazole-5-carboxylic acid ClC=1C=C(C=CC1F)C1=CC=C(C=C1)C=1N=NNC1C(=O)O